CS(=O)(=O)CCC1=CC(=NO1)CO (5-(2-(Methylsulfonyl)ethyl)isoxazol-3-yl)methanol